4-benzhydryl-sorbitol C(C1=CC=CC=C1)(C1=CC=CC=C1)[C@@]([C@@H]([C@H](CO)O)O)(O)[C@H](O)CO